3-Bromo-5-isopropyl-N-(3-((4-methoxybenzyl)oxy)-2,6-dimethylphenyl)-6-methylpyridin-2-amine BrC=1C(=NC(=C(C1)C(C)C)C)NC1=C(C(=CC=C1C)OCC1=CC=C(C=C1)OC)C